4-(4-Methoxyphenylamino)bromobenzene COC1=CC=C(C=C1)NC1=CC=C(C=C1)Br